ClC1=C(C(=C(S1)C1=CC=C(C(=N1)C)O[C@@H]1C[C@H](CCC1)C(=O)[O-])/C=N/O)C (1S,3S)-3-((6-(5-chloro-Methyl 3-((E)-(Hydroxyimino)methyl)thiophen-2-yl)-2-methylpyridin-3-yl)oxy)cyclohexane-1-carboxylate